CCCCCCCC(CC)S(=O)(=O)N Decane-8-sulfonamide